CN1C(CCC1)CCN 2-(methylpyrrolidin-2-yl)ethan-1-amine